4-[3-Oxo-3-(4-thiophen-2-ylphenyl)prop-1-enyl]benzoic acid O=C(C=CC1=CC=C(C(=O)O)C=C1)C1=CC=C(C=C1)C=1SC=CC1